FC=1C(=NC(=NC1)OCC1=CC=C(C=C1)Cl)N 5-fluoro-2-(4-chlorophenyl-methoxy)pyrimidin-4-amine